O=C[C@@H](O)[C@H](O)[C@H](O)[C@H](O)C(=S)O thioaltruronic acid